C[S+](C(CCCC(=O)OC)C1=CC=CC=C1)C dimethyl-(5-methoxy-5-oxo-1-phenylpentyl)sulfonium